2-bromo-7-(2,3-dichloro-6-methoxyphenyl)imidazo[1,2-a]pyridine BrC=1N=C2N(C=CC(=C2)C2=C(C(=CC=C2OC)Cl)Cl)C1